BrC1=C(C=C(C=C1)NC1=NC=NC2=CC=C(C=C12)NC(CC1=CC=C(C(=O)NO)C=C1)=O)F 4-(2-((4-((4-bromo-3-fluorophenyl)amino)quinazolin-6-yl)amino)-2-oxoethyl)-N-hydroxybenzoamide